ethyl 2-(2-(((2-bromopyridin-4-yl)amino)methyl)-6-cyclopropylimidazo[1,2-a]pyridin-8-yl)acetate BrC1=NC=CC(=C1)NCC=1N=C2N(C=C(C=C2CC(=O)OCC)C2CC2)C1